3-(2-(methylsulfonyl)pyrimidin-5-yl)prop-2-yn CS(=O)(=O)C1=NC=C(C=N1)C#CC